tert-butyl (R)-(1-hydroxy-3-phenylpropan-2-yl)carbamate OC[C@@H](CC1=CC=CC=C1)NC(OC(C)(C)C)=O